(4-hydroxy-cyclohexyl)-aminotert-butyl formate C(=O)OC(C(N)C1CCC(CC1)O)(C)C